NC1=C(C(=NN1C(C)C)C1=CC=C(C=C1)CC(NC1=CC(=CC=C1)S(F)(F)(F)(F)F)=O)C(=O)N 5-amino-1-isopropyl-3-[4-[2-oxo-2-[3-(pentafluoro-λ6-sulfanyl)anilino]ethyl]phenyl]pyrazole-4-carboxamide